C(C(=C)C)(=O)OCC(OC(N)=O)CC(CC(CCC(COC(C(=C)C)=O)OC(N)=O)C)(C)C [2,2,4-trimethylhexamethylene bis(2-carbamoyloxyethyl)] dimethacrylate